(5-methyl-[1,3,4]oxadiazol-2-yl)-methanone CC1=NN=C(O1)C=O